FC=1C=C2C(=CC1)NC(C21CCN(CC1)CCOC1=CC2=C(N(C(N2)=O)C2CC(C2)(C)O)C(=C1)C(F)(F)F)=O 5-{2-(5-fluoro-2-oxospiro[indoline-3,4'-piperidin]-1'-yl)ethoxy}-1-(3-hydroxy-3-methylcyclobutyl)-7-(trifluoromethyl)-1,3-dihydro-1,3-benzimidazol-2-one